tert-butyl N-[2-[2-[4-[[2-[(3R,4R)-3-fluoro-4-(2-trimethylsilylethoxycarbonyl amino)pyrrolidin-1-yl]-9-methyl-purin-6-yl]amino]-3-methoxy-pyrazol-1-yl]ethoxy]ethoxy]-N-methyl-carbamate F[C@@H]1CN(C[C@H]1NC(=O)OCC[Si](C)(C)C)C1=NC(=C2N=CN(C2=N1)C)NC=1C(=NN(C1)CCOCCON(C(OC(C)(C)C)=O)C)OC